7-amino-6-bromo-N-((6-bromo-3-pyridazinyl)methyl)-N-((1R)-1-(3-fluoro-2-pyridinyl)ethyl)-1,8-naphthyridine-3-carboxamide NC1=C(C=C2C=C(C=NC2=N1)C(=O)N([C@H](C)C1=NC=CC=C1F)CC=1N=NC(=CC1)Br)Br